4-[4-[4-[4-[(2,6-Dioxopiperidin-3-yl)amino]phenyl]piperidin-1-yl]butanoyl]piperazin O=C1NC(CCC1NC1=CC=C(C=C1)C1CCN(CC1)CCCC(=O)N1CCNCC1)=O